3-isopropylbicyclo[1.1.1]pentan C(C)(C)C12CC(C1)C2